(R)-δ-decanolactone C1(CC[C@@H](CCCCCC)O1)=O